(S)-5-chloro-alpha-(cyclopropyl-ethyl)-2-amino-alpha-(trifluoromethyl)benzeneMethanol ClC=1C=CC(=C(C1)[C@](O)(C(F)(F)F)CCC1CC1)N